5-[[(3R,4R)-4-[4-Chloro-2-(5-fluoro-2-pyridyl)-1H-imidazol-5-yl]-3-methyl-1-piperidyl]sulfonyl]pyrimidin-2-amine ClC=1N=C(NC1[C@H]1[C@H](CN(CC1)S(=O)(=O)C=1C=NC(=NC1)N)C)C1=NC=C(C=C1)F